C1=C2N(C=N1)CC[C@H]2NC=2C=1N(C=CC2)C(=C(N1)C#CCNC1=C(C=C(C(=O)NC)C=C1)OC)SC(F)(F)F (R)-4-((3-(8-((6,7-dihydro-5H-pyrrolo[1,2-c]imidazol-7-yl)amino)-3-((trifluoromethyl)thio)imidazo[1,2-a]pyridin-2-yl)prop-2-yn-1-yl)amino)-3-methoxy-N-methylbenzamide